3-(5-((1-(5-chloro-4-((1-methyl-2-oxoindolin-5-yl)amino)pyrimidin-2-yl)piperidin-4-yl)amino)-1H-benzo[d][1,2,3]triazol-1-yl)piperidine-2,6-dione ClC=1C(=NC(=NC1)N1CCC(CC1)NC1=CC2=C(N(N=N2)C2C(NC(CC2)=O)=O)C=C1)NC=1C=C2CC(N(C2=CC1)C)=O